N-(2-chloro-3-(3-chloro-2-(3-methoxy-4-((7-oxo-2,6-diazaspiro[3.4]octan-2-yl)methyl)phenyl)pyridin-4-yl)phenyl)-1-methyl-4,5,6,7-tetrahydro-1H-imidazo[4,5-c]pyridine-2-carboxamide ClC1=C(C=CC=C1C1=C(C(=NC=C1)C1=CC(=C(C=C1)CN1CC2(C1)CNC(C2)=O)OC)Cl)NC(=O)C=2N(C1=C(CNCC1)N2)C